stearamidopropyl-dimethyl-(β-hydroxyethyl)monoammonium phosphate P(=O)([O-])([O-])[O-].C(CCCCCCCCCCCCCCCCC)(=O)NCCC[N+](CCO)(C)C.C(CCCCCCCCCCCCCCCCC)(=O)NCCC[N+](C)(C)CCO.C(CCCCCCCCCCCCCCCCC)(=O)NCCC[N+](C)(C)CCO